C1(CCCCC1)C(=O)N1CC(CCC1)CNC1=NC(=NC=C1)C N-{[1-(cyclohexylcarbonyl)piperidin-3-yl]methyl}-2-methylpyrimidin-4-amine